C(=CC=CC=CCCCCCCCCCCCC)O 15Z-octadecatrien-1-ol